tert-butyl (1R,3R)-3-((tert-butyldimethylsilyl) oxy)-1-((R)-1,1-dimethylethylsulfonamido)-8-azaspiro[4.5]decane-8-carboxylate [Si](C)(C)(C(C)(C)C)O[C@H]1C[C@H](C2(C1)CCN(CC2)C(=O)OC(C)(C)C)NS(=O)(=O)C(C)(C)C